C1(CC1)C=1N=NN(C1)[C@H](C(=O)N1[C@@H](C[C@H](C1)O)C(=O)OCC1=CC=CC=C1)C(C)C benzyl (2S,4R)-1-((S)-2-(4-cyclopropyl-1H-1,2,3-triazol-1-yl)-3-methylbutanoyl)-4-hydroxypyrrolidine-2-carboxylate